2-((2,4-dimethoxybenzyl)(methyl)amino)quinazolin-7-ol COC1=C(CN(C2=NC3=CC(=CC=C3C=N2)O)C)C=CC(=C1)OC